(R)-N-((S)-1-((4-Carbamimidoylbenzyl)amino)-1-oxopropan-2-yl)-2-((3-(3-hydroxyphenyl)propyl)amino)-4-phenylbutanamide Di-trifluoroacetate salt FC(C(=O)O)(F)F.FC(C(=O)O)(F)F.C(N)(=N)C1=CC=C(CNC([C@H](C)NC([C@@H](CCC2=CC=CC=C2)NCCCC2=CC(=CC=C2)O)=O)=O)C=C1